1,4-bis(sec-butoxymethoxy)benzene C(C)(CC)OCOC1=CC=C(C=C1)OCOC(C)CC